FC1=C(CC=2C=C3C(=NNC3=CC2)N)C=C(C=C1)F 5-(2,5-difluorobenzyl)-1H-indazole-3-amine